BrC=1C=C2C(CCC(N2C1)C(=O)OC)=O methyl 2-bromo-8-oxo-6,7-dihydro-5H-indolizine-5-carboxylate